BrC=1C(=C(C(=NC1)OC1=C(C=C(C=C1)F)C)C(=O)NC=1C=C(C=CC1)[S@@](=NC(OC(C)(C)C)=O)(=O)C)C tert-butyl N-[(S)-{3-[5-bromo-2-(4-fluoro-2-methylphenoxy)-4-methylpyridine-3-amido]phenyl}(methyl)oxo-λ6-sulfanylidene]carbamate